FC(CC1=NN=CN1C)(C)C=1C=C(C=CC1)N1C(C2=CC=CC(=C2C1)C(F)(F)F)=O 2-(3-(2-fluoro-1-(4-methyl-4H-1,2,4-triazol-3-yl)propan-2-yl)phenyl)-4-(trifluoromethyl)isoindolin-1-one